C1(=CC=CC=C1)C1(C2C(=C(C(N2)=C(C=2C=CC(=C(C3=CC=C(C(=C4C=C(C1=N4)S(=O)(=O)[O-])C4=CC=CC=C4)N3)C3=CC=CC=C3)N2)C2=CC=CC=C2)S(=O)(=O)[O-])S(=O)(=O)[O-])S(=O)(=O)[O-] 5,10,15,20-tetraphenyl-21H,23H-porphyrinTetrasulphonate